(2r,4r)-4-((6-((1-(tert-butyl)-5-methyl-1H-pyrazol-3-yl)amino)-3-fluoro-4-(methylsulfonyl)pyridin-2-yl)methyl)-2-methylpiperidine-4-carboxylic acid tert-butyl ester C(C)(C)(C)OC(=O)[C@]1(C[C@H](NCC1)C)CC1=NC(=CC(=C1F)S(=O)(=O)C)NC1=NN(C(=C1)C)C(C)(C)C